2-(8-(methylselanyl)imidazo[1,5-a]pyridin-3-yl)propan-2-amine C[Se]C=1C=2N(C=CC1)C(=NC2)C(C)(C)N